4-((5-butyrylamino-3-(5,5-dimethyl-1,3-dioxan-2-yl)-2-oxoindol-1-yl)methyl)-N-isopropylbenzamide C(CCC)(=O)NC=1C=C2C(C(N(C2=CC1)CC1=CC=C(C(=O)NC(C)C)C=C1)=O)C1OCC(CO1)(C)C